OC(C(N)O)N 1,2-dihydroxyethylenediamine